C(C1=CC=CC=C1)ON[C@@H](CCCCN)C(=O)O (benzyloxy)-L-lysine